ClC1=CC(=NC2=NC=C(C=C12)N1CCNCC1)C1=CC2=CN(N=C2C=C1O)C 5-[4-chloro-6-(piperazin-1-yl)-1,8-naphthyridin-2-yl]-2-methylindazol-6-ol